N-(3-Methoxy-5-(trifluoromethoxy)phenyl)-3-methyl-1-(2,2,2-trifluoroethyl)pyrrolidin-3-amine COC=1C=C(C=C(C1)OC(F)(F)F)NC1(CN(CC1)CC(F)(F)F)C